ClC1=C(C=C2N=CC=NC2=C1)CNC=1C=NC=C(C1N1CCNCCC1)F N-((7-chloroquinoxalin-6-yl)methyl)-4-(1,4-diazepan-1-yl)-5-fluoropyridin-3-amine